2-ethyl-6-methyl-N-(3-(naphthalen-2-yl)propyl)thieno[2,3-d]pyrimidin-4-amine C(C)C=1N=C(C2=C(N1)SC(=C2)C)NCCCC2=CC1=CC=CC=C1C=C2